FC(C(C(=O)N)(C1=CC=CC=C1)OC)(F)F 3,3,3-trifluoro-2-(methyloxy)-2-phenylpropanamide